1,5-dioxaspiro{5.5}undecane-3,3-dicarboxylic acid O1CC(COC12CCCCC2)(C(=O)O)C(=O)O